FC=1C=C(C=C(C1)F)[C@@H]1CC[C@H]2OC3(C(N21)=O)CCN(CC3)C(=O)C3=NC(=CC=C3)OCC (5'S,7a'R)-5'-(3,5-difluorophenyl)-1-(6-ethoxypyridine-2-carbonyl)tetrahydro-3'H-spiro[piperidine-4,2'-pyrrolo[2,1-b][1,3]oxazol]-3'-one